FC1=CC=C(C=C1)C#CC1=CC=C(C=C1)F 1,2-bis(4-fluorophenyl)acetylene